C(CCCCCCCCC)OC(CCCCCCC\C=C/CCCCCCCC)=O oleic acid decylester